N(=O)N(C(=O)OCC)C N-nitroso-N-methyl-urethane